C(=O)O.C(C)OC=1N(N=C2C=CC(=CC12)C(=O)NC=1N=NC(=CC1)C=1CCNCC1)C ethoxy-2-methyl-N-(6-(1,2,3,6-tetrahydropyridin-4-yl)pyridazin-3-yl)-2H-indazole-5-carboxamide formate salt